C1(CC1)NC1CCN(CC12CC2)C(=O)OCC2=CC=CC=C2 benzyl 8-(cyclopropylamino)-5-azaspiro[2.5]octane-5-carboxylate